tert-butyl (8-(2,6-dimethylpyridin-4-yl)-2-(2-hydroxyethyl)-3-oxo-7-phenyl-2,3-dihydro-[1,2,4]triazolo[4,3-c]pyrimidin-5-yl)carbamate CC1=NC(=CC(=C1)C=1C=2N(C(=NC1C1=CC=CC=C1)NC(OC(C)(C)C)=O)C(N(N2)CCO)=O)C